C1(CC1)N1N=CC(=C1)C1=CN=C2N1N=C(C=C2NCC2=NC1=C(N2)C=CC=C1F)N1CCOCC1 3-(1-cyclopropyl-1H-pyrazol-4-yl)-N-((4-fluoro-1H-benzo[d]imidazol-2-yl)methyl)-6-morpholinoimidazo[1,2-b]pyridazin-8-amine